(S)-4-amino-N-(5-(2-(2-aminopyridin-3-yl)-5-(1H-pyrazol-1-yl)-3H-imidazo[4,5-b]pyridin-3-yl)-2,3-dihydro-1H-inden-1-yl)-1-methyl-1H-pyrazole-5-carboxamide NC=1C=NN(C1C(=O)N[C@H]1CCC2=CC(=CC=C12)N1C(=NC=2C1=NC(=CC2)N2N=CC=C2)C=2C(=NC=CC2)N)C